BrC=1SC=CC1C(=O)O 2-bromothiophene-3-carboxylic acid